[4-[(2,2-difluorocyclobutyl)methoxy]phenyl]cyclopropanecarboxylic acid FC1(C(CC1)COC1=CC=C(C=C1)C1(CC1)C(=O)O)F